2-(1-methyl-1H-pyrazol-4-yl)-N-(2-methyl-5-((2-(piperidin-1-yl)ethyl)carbamoyl)phenyl)-1H-pyrrolo[2,3-b]pyridine-5-carboxamide CN1N=CC(=C1)C1=CC=2C(=NC=C(C2)C(=O)NC2=C(C=CC(=C2)C(NCCN2CCCCC2)=O)C)N1